OC1(CC(C1)OC)[C@H](C=1C=C(C=CC1)N1C(C2=CC(=CC(=C2C1)C(F)(F)F)CNC1(CCC1)C)=O)C1=NN=CN1C 2-(3-((R)-((1r,3R)-1-hydroxy-3-methoxycyclobutyl)(4-methyl-4H-1,2,4-triazol-3-yl)methyl)phenyl)-6-(((1-methylcyclobutyl)amino)methyl)-4-(trifluoromethyl)isoindolin-1-one